C(C)(C)(C)OC(=O)N[C@H](C(=O)OC)CCN(C1CC(C1)CCC1=NC=2NCCCC2C=C1)C1CC1 methyl (2S)-2-(tert-butoxycarbonylamino)-4-[cyclopropyl-[3-[2-(5,6,7,8-tetrahydro-1,8-naphthyridin-2-yl)ethyl]cyclobutyl]amino]butanoate